5-(1-methylsulfonylethyl)-1-(2-trimethylsilylethoxymethyl)pyrazole-3-carboxylic acid CS(=O)(=O)C(C)C1=CC(=NN1COCC[Si](C)(C)C)C(=O)O